FC(C=1C2=CN(N=C2C(=C(C1)C1=CC=C(C=C1)C1CCN(CC1)CC(C)F)C)C(C(=O)NC=1SC=CN1)C1=C2N(C=N1)C[C@@H](C2)F)F 2-[4-(difluoromethyl)-6-[4-[1-(2-fluoropropyl)-4-piperidinyl]phenyl]-7-methyl-indazol-2-yl]-2-[(6R)-6-fluoro-6,7-dihydro-5H-pyrrolo[1,2-c]imidazol-1-yl]-N-thiazol-2-yl-acetamide